NC1=C2C([C@@]3([C@@](OC4=C3C=CC(=C4)Cl)(C2=CC=C1)O)NC(C)=O)=O N-((4bS,9bS)-1-amino-7-chloro-4b-hydroxy-10-oxo-4b,10-dihydro-9bH-indeno[1,2-b]benzofuran-9b-yl)acetamide